1-(4-Hydroxyphenyl)-3-naphthalen-2-ylprop-2-en-1-one OC1=CC=C(C=C1)C(C=CC1=CC2=CC=CC=C2C=C1)=O